4-(7-bromo-9,9-dipropyl-9H-Fluoren-2-yl)-N,N-diphenylaniline BrC1=CC=C2C=3C=CC(=CC3C(C2=C1)(CCC)CCC)C1=CC=C(N(C2=CC=CC=C2)C2=CC=CC=C2)C=C1